N-[N-[(S)-1,3-dicarboxypropyl]carbamoyl]-(S)-L-lysine C(=O)(O)[C@H](CCC(=O)O)NC(=O)N[C@@H](CCCCN)C(=O)O